ClC=1C=CC=C2C(NC(=NC12)C1CCN(CC1)CC1CCNCC1)=O 8-chloro-2-(1-(piperidin-4-ylmethyl)piperidin-4-yl)quinazolin-4(3H)-one